ClN[Ru](N)(N)(N)(N)N chlorohexaaminoruthenium